Ethyl 3-(3-(N-(4-ethoxyphenyl)-N-isopropylsulfamoyl)thiophene-2-carboxamido)benzoate C(C)OC1=CC=C(C=C1)N(S(=O)(=O)C1=C(SC=C1)C(=O)NC=1C=C(C(=O)OCC)C=CC1)C(C)C